(R,E)-3-hydroxy-N-(pyridazin-3-yl)-4-(3-((5-(trifluoromethyl)pyridin-2-yl)oxy)benzylidene)piperidine-1-carboxamide O[C@H]/1CN(CC\C1=C/C1=CC(=CC=C1)OC1=NC=C(C=C1)C(F)(F)F)C(=O)NC=1N=NC=CC1